NC=1C2=C(N=CN1)N(C(=C2C2=CC(=C(C=C2)OC2=NC(=CC=C2)C)OC)C=2C=NN(C2)C2CCN(CC2)C(C=C)=O)C 1-(4-(4-(4-amino-5-(3-methoxy-4-((6-methylpyridin-2-yl)oxy)phenyl)-7-methyl-7H-pyrrolo[2,3-d]pyrimidin-6-yl)-1H-pyrazol-1-yl)piperidin-1-yl)prop-2-en-1-one